F[C@@H]1CN(CC[C@H]1NC1=NN2C(C(=N1)OC)=C(C=C2)C=2C=C1C=CC=NC1=CC2)CCF N-((3R,4R)-3-fluoro-1-(2-fluoroethyl)piperidin-4-yl)-4-methoxy-5-(quinolin-6-yl)pyrrolo[2,1-f][1,2,4]triazin-2-amine